3-amino-5-ethyl-1-(4-vinylbenzyl)-1H-1,2,4-triazole NC1=NN(C(=N1)CC)CC1=CC=C(C=C1)C=C